2-(tetrahydrofuran-3-yl)acetic acid hydrazide O1CC(CC1)CC(=O)NN